5-(Bromo(4-fluorophenyl)methyl)-2-cyclopropylthiazole BrC(C1=CN=C(S1)C1CC1)C1=CC=C(C=C1)F